bromoethyl-dibutyl-propoxysilane BrCC[Si](OCCC)(CCCC)CCCC